p-aminobenzoyl carbamate trifluoroacetate FC(C(=O)O)(F)F.C(N)(OC(C1=CC=C(C=C1)N)=O)=O